ClC1=C(C=C(C=C1)C#N)N1C=CC(C2=CC(=C(C=C12)C)C#N)=O (2-chloro-5-cyano-phenyl)-7-methyl-4-oxo-1H-quinoline-6-carbonitrile